BrCC(=O)NC1CCC(CC1)NC1=NC=C(C(=N1)C1=CC(=CC=C1)C=1C(NC=CC1)=O)F bromo-N-(4-((5-fluoro-4-(3-(2-oxo-1,2-dihydropyridin-3-yl)phenyl)pyrimidin-2-yl)amino)cyclohexyl)acetamide